C(\C=C/C)(=O)O.C(\C=C/C)(=O)O.C(\C=C/C)(=O)O.C(\C=C/C)(=O)O.OC[C@H](O)[C@@H](O)[C@H](O)[C@H](O)CO sorbitol tetraisocrotonate